C(C1=CC=CC=C1)N1[C@@H](CCCC1)C1=NC(=NO1)CCCC1=CC=CC=C1 (S)-5-(1-benzylpiperidin-2-yl)-3-(3-phenylpropyl)-1,2,4-oxadiazole